C(C)(C)(C)N1CC(C1)C=1N=C(C2=C(N1)SC=N2)C2=CC=C(C=C2)OC(F)(F)F tert-butyl-3-(7-(4-(trifluoromethoxy)phenyl)thiazolo[5,4-d]pyrimidin-5-yl)azetidine